1,3-di-tert-butyl-1,3-dimethyldisiloxane C(C)(C)(C)[SiH](O[SiH](C)C(C)(C)C)C